ClC1=CC(=C(C=C1)C1=NN=C(S1)N([C@H]1[C@H]([C@@H]2CC[C@H](C1)N2C(=O)OC(C)(C)C)F)C)OCOC |r| Racemic-tert-butyl (1S,2S,3R,5R)-3-((5-(4-chloro-2-(methoxymethoxy)phenyl)-1,3,4-thiadiazol-2-yl)(methyl)amino)-2-fluoro-8-azabicyclo[3.2.1]octane-8-carboxylate